O=C1C(CCCC1)S(=O)(=O)Cl 2-oxo-cyclohexanesulfonyl chloride